[5-(diphenylphosphanyl)-9,9-dimethyl-9H-xanthen-4-yl]diphenylphosphane C1(=CC=CC=C1)P(C1=C2OC=3C(=CC=CC3C(C2=CC=C1)(C)C)P(C1=CC=CC=C1)C1=CC=CC=C1)C1=CC=CC=C1